ClC1=C(C=CC=C1N1ONC2=NC(=CN=C2O1)Cl)C=1N(C2=CC=CC=C2C1C(=O)N)C (2-chloro-3-(7-chloro-2,4-dioxa-1,2-dihydropteridin-3(4H)-yl)phenyl)-1-methyl-1H-indole-3-carboxamide